1-phenyl-1-pentyne C1(=CC=CC=C1)C#CCCC